CC(COC)O Methoxyisopropanol